Ethyl 3-methyl-5-(N-(4-(tert-butyloxycarbonyl)benzyl)-N-phenylethylsulfamoyl)benzofuran-2-carboxylate CC1=C(OC2=C1C=C(C=C2)S(N(CCC2=CC=CC=C2)CC2=CC=C(C=C2)C(=O)OC(C)(C)C)(=O)=O)C(=O)OCC